CN(CC(C)O)CC(C)N1CCCCC1 1-[methyl-[2-(1-piperidyl)propyl]amino]propan-2-ol